C1(=CC=CC=C1)C=1C(OC2=CC=CC=C2C1)=O phenyl-coumarine